2-[6-[(3R)-3-amino-1-piperidyl]pyridazin-3-yl]-3,5-dimethyl-phenol N[C@H]1CN(CCC1)C1=CC=C(N=N1)C1=C(C=C(C=C1C)C)O